C1(=CC=CC=C1)C1=CC(=C(C=C1N)N)C1=CC=CC=C1 diphenyl-1,3-diaminobenzene